ClC1=C2CCN([C@@H](C2=C(C=C1)OCC1=NOC(=N1)C(C)C)CN1C(CCC1)=O)C([C@@H]([C@H](C(=O)NC)C)C)=O (2r,3r)-4-((S)-5-chloro-8-((5-isopropyl-1,2,4-oxadiazol-3-yl)methoxy)-1-((2-oxopyrrolidin-1-yl)methyl)-3,4-dihydroisoquinolin-2(1H)-yl)-N,2,3-trimethyl-4-oxobutanamide